C(=O)C1=CC2=C(N=C(N=C2N2CCC3(CCN(C3)C(=O)OC(C)(C)C)CC2)C2=CC=NC=C2)C=N1 tert-butyl 8-[6-formyl-2-(4-pyridinyl) pyrido[3,4-d]pyrimidin-4-yl]-2,8-diazaspiro[4.5]decane-2-carboxylate